(S)-2-((S)-2-((S)-3-(4-Hydroxyphenyl)-2-((S)-pyrrolidine-2-carboxamido)propanamido)-3-(1-methyl-1H-imidazol-4-yl)propanamido)-5,5-dimethylhexanoic acid OC1=CC=C(C=C1)C[C@@H](C(=O)N[C@H](C(=O)N[C@H](C(=O)O)CCC(C)(C)C)CC=1N=CN(C1)C)NC(=O)[C@H]1NCCC1